(2R,3R,4R,5S,6S)-3-azido-6-(azidomethyl)-4,5-dihydroxytetrahydro-2H-pyran N(=[N+]=[N-])[C@@H]1CO[C@H]([C@H]([C@@H]1O)O)CN=[N+]=[N-]